ClC1=NC2=NC(=C(N=C2C(=N1)C1=C(C(=C(C=C1)F)F)F)C)C 2-chloro-6,7-dimethyl-4-(2,3,4-trifluorophenyl)pteridine